NC1=NC(N(C=C1)[C@@H]1O[C@]([C@H](C1)O)(OC)CO)=O 4-amino-1-((2R,4S,5R)-4-hydroxy-5-(hydroxymethyl)-5-methoxytetrahydrofuran-2-yl)pyrimidin-2(1H)-one